FC(C(=O)O)(F)F.C1(CCCC1)C=1C=NC=2N(C1)C(=C(N2)C2=NC(=NN2)C(F)(F)F)C2=CN=CN2 6-cyclopentyl-3-(1H-imidazol-5-yl)-2-(3-(trifluoromethyl)-1H-1,2,4-triazol-5-yl)imidazo[1,2-a]pyrimidine, trifluoroacetic acid salt